The molecule is a p-menthane monoterpenoid in which p-menthane carries hydroxy groups at C-3 and C-8. It derives from a hydride of a p-menthane. CC1CCC(C(C1)O)C(C)(C)O